N,N'-bis(t-butoxycarbonyl)guanidine rac-tert-butyl-(4-bromo-2-((1S*,2S*)-2-(4-methylpyrimidin-2-yl)cyclopropyl)quinolin-7-yl)carbamate C(C)(C)(C)N(C(O)=O)C1=CC=C2C(=CC(=NC2=C1)[C@@H]1[C@H](C1)C1=NC=CC(=N1)C)Br.C(C)(C)(C)OC(=O)NC(=N)NC(=O)OC(C)(C)C |r|